COC1=C(C(=C(N=N1)C)N)C 6-Methoxy-3,5-dimethylpyridazin-4-amine